C(#N)C1(COCC2=CC=C(C=C12)C(=O)NCC(=O)NC=1SC=C(N1)C1=NC(=CC=C1)N1C[C@H](O[C@H](C1)C)C)F 4-cyano-N-[2-[[4-[6-[(cis)-2,6-dimethylmorpholin-4-yl]-2-pyridyl]thiazol-2-yl]amino]-2-oxo-ethyl]-4-fluoroisochromane-6-carboxamide